(S,E)-3-(4-chlorophenyl)-4-phenyl-N-((R)-1-sulfamoylpropan-2-yl)-N'-((4-(trifluoromethyl)phenyl)sulfonyl)-4,5-dihydro-1H-pyrazole-1-carboximidamide ClC1=CC=C(C=C1)C1=NN(C[C@@H]1C1=CC=CC=C1)/C(/N[C@@H](CS(N)(=O)=O)C)=N/S(=O)(=O)C1=CC=C(C=C1)C(F)(F)F